2-(11-cyclopropyl-1,9-diazatricyclo[6.3.1.04,12]dodeca-2,4,6,8(12)-tetraen-2-yl)-5-methoxy-3-methyl-imidazo[1,2-a]pyridine-7-carboxylic acid C1(CC1)C1CNC=2C=CC=C3C=C(N1C32)C=3N=C2N(C(=CC(=C2)C(=O)O)OC)C3C